N=1C=2N(C=CC1N1CCN(CC1)CCOCCNC(=O)C13CC4CC(CC(C1)C4)C3)C3=C(N2)C=CC=C3 (3R,5R,7R)-N-(2-(2-(4-(benzo[4,5]imidazo[1,2-a]pyrimidin-2-yl)piperazin-1-yl)ethoxy)ethyl)adamantane-1-carboxamide